7-Methyl-3-phenyl-4,5,6,7-tetrahydro-1H-indol CC1CCCC=2C(=CNC12)C1=CC=CC=C1